N-methyl-N-{[({2-[(4-morpholin-4-ylphenyl)amino]-5-(trifluoromethyl)pyrimidin-4-yl}amino)methyl]pyridin-2-yl}methanesulfonamide CN(S(=O)(=O)C)C1=NC=CC=C1CNC1=NC(=NC=C1C(F)(F)F)NC1=CC=C(C=C1)N1CCOCC1